6-(6-Fluoro-4-methylpyridin-3-yl)-1-(4-(1-methyl-4-(trifluoromethyl)-1H-imidazol-2-yl)benzyl)-1,3-dihydro-2H-imidazo[4,5-c]pyridin-2-one FC1=CC(=C(C=N1)C1=CC2=C(C=N1)NC(N2CC2=CC=C(C=C2)C=2N(C=C(N2)C(F)(F)F)C)=O)C